3-(1-(cyclopropylmethyl)-1H-pyrazolo[4,3-c]pyridin-6-yl)-1H-pyrazol-4-amine C1(CC1)CN1N=CC=2C=NC(=CC21)C2=NNC=C2N